ClC=1C=C2C(C(=CN(C2=CC1N1[C@H](CCC1)COC=1N=NC=CC1Cl)C=1C=NC(=CC1)N1CC(C1)N(C)C)C(=O)O)=O (R)-6-chloro-7-(2-(((4-chloro-pyridazin-3-yl)oxy)methyl)pyrrolidin-1-yl)-1-(6-(3-(dimethyl-amino)azetidin-1-yl)pyridin-3-yl)-4-oxo-1,4-dihydro-quinoline-3-carboxylic acid